C1(=CC=CC=C1)S(=O)(=O)N1C=CC=2C1=NC=C1C2NC(=N1)C1CCOCC1 6-(benzenesulfonyl)-2-(tetrahydro-2H-pyran-4-yl)-1,6-dihydroimidazo[4,5-d]Pyrrolo[2,3-b]Pyridine